C(C)(C)(C)N1N=CC(=C1)C(=O)NCC1=NC(=NO1)C=1N(C2=CC=CC(=C2C1)N[C@H]1[C@H](CN(CC1)CC)F)CC(F)(F)F 1-tert-butyl-N-{[3-(4-{[(3S,4R)-1-ethyl-3-fluoropiperidin-4-yl]amino}-1-(2,2,2-trifluoroethyl)-1H-indol-2-yl)-1,2,4-oxadiazol-5-yl]methyl}-1H-pyrazole-4-carboxamide